SN1N=C(C=C1)S 2,5-dimercaptopyrazole